SC=1SC2=C(N1)C=CC=C2.[Na] sodium 2-mercaptobenzothiazole